3-Bromo-6,6-difluoro-2-(4-fluorophenyl)-6,7-dihydro-5H-pyrazolo[5,1-b][1,3]oxazine BrC=1C(=NN2C1OCC(C2)(F)F)C2=CC=C(C=C2)F